1-(6-aminohexyl)-5-oxopyrrolidine-3-carboxylic acid NCCCCCCN1CC(CC1=O)C(=O)O